Tert-butyl (S)-(1-(4,4-difluorocyclohexyl)-2-oxo-2-((4-(prop-1-en-2-yl)pyridin-2-yl)amino)ethyl)carbamate FC1(CCC(CC1)[C@@H](C(NC1=NC=CC(=C1)C(=C)C)=O)NC(OC(C)(C)C)=O)F